(2R,4S)-tert-butyl 4-(5-bromo-7-chloro-3-oxo-2H-benzo[b][1,4]oxazin-4(3H)-yl)-2-methyl-2-(((tetrahydro-2H-pyran-2-yl)oxy)methyl)pyrrolidine-1-carboxylate BrC1=CC(=CC=2OCC(N(C21)[C@H]2C[C@@](N(C2)C(=O)OC(C)(C)C)(COC2OCCCC2)C)=O)Cl